C1(CC1)C1=NN(C(=C1C(F)(F)F)C(=O)NC1=CC(=NC=C1)S(=O)(=O)C)CC1CC(C1)OC(F)F 3-cyclopropyl-1-((3-(difluoromethoxy)cyclobutyl)methyl)-N-(2-(methylsulfonyl)pyridin-4-yl)-4-(trifluoromethyl)-1H-pyrazole-5-carboxamide